FC(CN1C(C2(C3=CC=C(C=C13)[C@@H]1[C@H](C1)B1OC(C(O1)(C)C)(C)C)CC2)=O)(C)F 1'-(2,2-difluoropropyl)-6'-((1S,2S)-2-(4,4,5,5-tetramethyl-1,3,2-dioxaborolan-2-yl)cyclopropyl)spiro[cyclopropane-1,3'-indolin]-2'-one